FC1=CC=C(C(=O)NC(C(=O)NC2=C(C=CC=C2)S(=O)(=O)Cl)CC2=CC=CC=C2)C=C1 2-(4-fluorobenzamido)-3-phenylpropanamidobenzene-1-sulfonyl chloride